C(C)(C)(C)N1N=CC(=C1)C(=O)NCC1=C(C=C(C=C1)C1=NC=NN2C1=CC=C2)C 1-(tert-butyl)-N-(2-methyl-4-(pyrrolo[2,1-f][1,2,4]triazin-4-yl)benzyl)-1H-pyrazole-4-carboxamide